CC1(C(C1(C)C)C(=O)OCC1=C(C(=C(C(=C1Br)F)COC)F)Br)C 2,6-dibromo-3,5-difluoro-4-methoxymethylbenzyl 2,2,3,3-tetramethylcyclopropanecarboxylate